FC(C1=CC=C(C=C1)N=C1SC=C(N1)C1=C(C=C(C=C1)Br)F)(F)F 2-(4-trifluoromethylphenyl-imino)-4-(2-fluoro-4-bromophenyl)thiazole